1-amino-2,3-dihydro-1H-indene-1-carboxylic acid ethyl ester C(C)OC(=O)C1(CCC2=CC=CC=C12)N